ClC=1C=CC=2N(C1)C=C(N2)CN (6-chloroimidazo[1,2-a]pyridin-2-yl)methanamine